1-[(4-phenoxyphenyl)methyl]-3-(1-prop-2-enoyl-3-piperidinyl)pyrido[3,2-d]pyrimidin-2-one O(C1=CC=CC=C1)C1=CC=C(C=C1)CN1C(N(CC2=C1C=CC=N2)C2CN(CCC2)C(C=C)=O)=O